O[C@@]1(CC[C@@H]2[C@H]3CC[C@@]4([C@H](CC[C@H]4[C@@H]3CC[C@@H]2C1)C(CN1N=CC=C1)=O)C)C([2H])([2H])[2H] 1-(2-((3R,5R,8R,9R,10S,13S,14S,17S)-3-hydroxy-13-methyl-3-(methyl-d3)hexadecahydro-1H-cyclopenta[a]phenanthren-17-yl)-2-oxoethyl)-1H-pyrazole